CC(CC#C[C@@]1(NC(NC2=CC(=CC=C12)CN1C=NC=CC1=O)=O)C(F)(F)F)C (S)-4-(4-methylpent-1-yn-1-yl)-7-((6-oxopyrimidin-1(6H)-yl)methyl)-4-(trifluoromethyl)-3,4-dihydroquinazolin-2(1H)-one